(S)-5-(2-fluorophenyl)-2-((1R,3S)-3-(pyridin-3-yl)cyclobutyl)-2,5,6,7-tetrahydro-3H-pyrrolo[2,1-c][1,2,4]triazol-3-one FC1=C(C=CC=C1)[C@@H]1CCC2=NN(C(N21)=O)C2CC(C2)C=2C=NC=CC2